ClC1=C(C(F)(F)F)C=C(C=C1Cl)[N+](=O)[O-] 2,3-dichloro-5-nitrotrifluorotoluene